4-[3-(3-aminopropyl)azetidin-1-yl]-2-(2,6-dioxopiperidin-3-yl)isoindol NCCCC1CN(C1)C=1C2=CN(C=C2C=CC1)C1C(NC(CC1)=O)=O